3-fluoro-N-phenyl-4-(4,4,5,5-tetramethyl-1,3,2-dioxaborolan-2-yl)benzenesulfonamide FC=1C=C(C=CC1B1OC(C(O1)(C)C)(C)C)S(=O)(=O)NC1=CC=CC=C1